COC=1C(=CC2=CN(N=C2C1)C1CCN(CC1)CCC1CCNCC1)NC(=O)C1=NC(=CC=C1)C(F)(F)F N-(6-methoxy-2-(1-(2-(piperidin-4-yl)ethyl)piperidin-4-yl)-2H-indazol-5-yl)-6-(trifluoromethyl)pyridinecarboxamide